ClC1=C(C=C(C=C1)C1=C(NC=2C1=NC=CC2)C2=C(C=NC=C2)OCCN(C(C=C)=O)C)CC N-[2-({4-[3-(4-chloro-3-ethylphenyl)-1H-pyrrolo[3,2-b]pyridin-2-yl]pyridin-3-yl}oxy)ethyl]-N-methylprop-2-enamide